ClC1=CC=C(C=C1)C1=C(CCC(C1)(C)C)CN1C2CN(CC1C2)CC=2C=C1CN(C(C1=CC2)=O)N2C(NC(CC2)=O)=O 1-(5-((6-((4'-chloro-5,5-dimethyl-3,4,5,6-tetrahydro-[1,1'-biphenyl]-2-yl)methyl)-3,6-diazabicyclo[3.1.1]heptane-3-yl)methyl)-1-oxoisoindolin-2-yl)dihydropyrimidine-2,4(1H,3H)-dione